3,3-difluoropiperidone FC1(C(NCCC1)=O)F